4-(2-((1-((dimethyl-amino)methyl)cyclopropyl)methoxy)-6,8-difluoro-4-((1S,5R)-1-methyl-3,8-diazabicyclo[3.2.1]octan-3-yl)quinazolin-7-yl)naphthalen-2-ol CN(C)CC1(CC1)COC1=NC2=C(C(=C(C=C2C(=N1)N1C[C@@]2(CC[C@H](C1)N2)C)F)C2=CC(=CC1=CC=CC=C21)O)F